N[C@@H](C(=O)O)CCC(F)(F)F (2R)-2-Amino-5,5,5-trifluoro-pentanoic acid